C(\C=C/C(=O)[O-])(=O)OCCCO mono-2-hydroxyethylmethyl maleate